4-(5-(3,5-dichlorophenyl)pyridin-2-yl)piperazine-1-carboxylic acid ClC=1C=C(C=C(C1)Cl)C=1C=CC(=NC1)N1CCN(CC1)C(=O)O